O1COC2=C1C=CC=C2CN2[C@H](C[C@@H](C2)F)C(=O)NC2=CC=C(C=C2)C2=CN=CN2C (2R,4S)-1-(benzo[d][1,3]dioxol-4-ylmethyl)-4-fluoro-N-(4-(1-methyl-1H-imidazol-5-yl)phenyl)pyrrolidine-2-carboxamide